FC=1C(=C2C(=NC1C)NN=C2)C=2C(=NN1C2COC(C1)(C([2H])([2H])[2H])C([2H])([2H])[2H])C1=NC=C(C=C1)F 3-(5-fluoro-6-methyl-1H-pyrazolo[3,4-b]pyridin-4-yl)-2-(5-fluoropyridin-2-yl)-6,6-bis(methyl-d3)-6,7-dihydro-4H-pyrazolo[5,1-c][1,4]oxazine